N-(1,3-benzodioxol-5-ylmethyl)-4-([1]benzofuro[3,2-d]pyrimidin-4-yl)piperazine-1-thiocarboxamide O1COC2=C1C=CC(=C2)CNC(=S)N2CCN(CC2)C=2C1=C(N=CN2)C2=C(O1)C=CC=C2